5-ethyl-6-fluoro-4-(8-fluoro-2-(((2r,7as)-2-fluoro-hexahydro-1H-pyrrolizin-7a-yl)methoxy)-4-(2-thia-6-azaspiro[3.5]non-6-yl)pyrido[4,3-d]pyrimidin-7-yl)naphthalen-2-ol C(C)C1=C2C(=CC(=CC2=CC=C1F)O)C1=C(C=2N=C(N=C(C2C=N1)N1CC2(CSC2)CCC1)OC[C@]12CCCN2C[C@@H](C1)F)F